FC1=CC=C(C=C1)S(=O)(=O)C12C(CCC=3C=C(N=CC13)O)N(CC2)C(=O)[C@H]2N(C(CC2)=O)CCC#N 3-((2S)-2-(9a-((4-fluorophenyl)sulfonyl)-3-hydroxy-6,6a,7,8,9,9a-hexahydro-5H-Pyrrolo[2,3-h]Isoquinoline-7-carbonyl)-5-oxopyrrolidin-1-yl)propionitrile